6-(azetidine-1-carbonyl)phenol N1(CCC1)C(=O)C1=CC=CC=C1O